C(C)(C)(C)OC(=O)N1CC(C1)N1C(C2=CC=CC(=C2C1)Br)=O.BrC1=C2CN(C(C2=CC=C1)=O)C1CN(C1)C(C(=O)NC1=CC(=C(C=C1)C)OC)C 2-(3-(4-Bromo-1-oxoisoindolin-2-yl)azetidin-1-yl)-N-(3-methoxy-4-methylphenyl)propanamide tert-Butyl-3-(4-bromo-1-oxoisoindolin-2-yl)azetidine-1-carboxylate